COC(=O)[C@@H]1[C@H]2C([C@H]2CN1C([C@@H](NC(=O)OC)C(C)(C)C)=O)(C)C (1R,2S,5S)-3-[N-(methoxycarbonyl)-3-methyl-L-valyl]-6,6-dimethyl-3-azabicyclo[3.1.0]hexane-2-carboxylic acid methyl ester